3-(6-methoxypyridin-3-yl)propionic acid tert-butyl ester C(C)(C)(C)OC(CCC=1C=NC(=CC1)OC)=O